(9-(6-(1H-benzo[d]imidazol-2-yl)pyridinyloxy)-3,9-diazaspiro[5.5]undecan-3-yl)(2-morpholinopyrimidin-4-yl)methanone N1C(=NC2=C1C=CC=C2)C2=CC=CC(=N2)ON2CCC1(CCN(CC1)C(=O)C1=NC(=NC=C1)N1CCOCC1)CC2